2,4-diamino-6-isobutyl-1,3,5-triazine NC1=NC(=NC(=N1)N)CC(C)C